FC=1C=C(C2=C(CCO2)C1)C(C[C@@](CNC1=C2C=CC(=NC2=CC=C1C)C)(C(F)(F)F)O)(C)C (R)-5-[4-(5-fluoro-2,3-dihydrobenzofuran-7-yl)-2-hydroxy-4-methyl-2-trifluoromethyl-pentylamino]-2,6-dimethylquinoline